(R)-8-((1-(3-(1,1-difluoro-2-hydroxy-2-methylpropyl)-2-fluorophenyl)ethyl)amino)-1-isopropyl-3,6-dimethyl-1H-imidazo[4,5-g]quinazolin-2(3H)-one FC(C(C)(C)O)(F)C=1C(=C(C=CC1)[C@@H](C)NC1=NC(=NC=2C=C3C(=CC12)N(C(N3C)=O)C(C)C)C)F